6-(2,6-dichlorophenyl)-2-{[4-(3-oxopiperazin-1-yl)phenyl]amino}imidazo[1,2-a]pyrimido[5,4-e]pyrimidin-5(6H)-one ClC1=C(C(=CC=C1)Cl)N1C=2N(C3=C(C1=O)C=NC(=N3)NC3=CC=C(C=C3)N3CC(NCC3)=O)C=CN2